C(CC(=C)C)C1=C(C=C(C=2C(C(=C(OC12)C1=C(C(O)=C(O)C=C1)CCC(=C)C)O)=O)O)O 8,2'-diisopentenylquercetin